N1N=CC2=CC(=CC=C12)NC1=NC(=NC=C1)C1=CC=C2C=C(NC2=C1)C(=O)NC1CCN(CC1)C1=C(C=NC=C1)Cl 6-(4-((1H-indazol-5-yl)amino)pyrimidin-2-yl)-N-(1-(3-chloro-pyridin-4-yl)piperidin-4-yl)-1H-indole-2-carboxamide